piperazine-1-carboxylic acid tert-butyl ester bromide [Br-].C(C)(C)(C)OC(=O)N1CCNCC1